O(F)F.[Sc] scandium oxy fluoride